C1(CC1)C1=CC(=NC=2N1N=C(C2)C=2C=CC(=NC2F)N2C[C@H](CC2)C(=O)O)C(=O)N2[C@@H](C1=CC=CC=C1CC2)C (3S)-1-(5-{7-cyclopropyl-5-[(1R)-1-methyl-1,2,3,4-tetrahydroisoquinoline-2-carbonyl]-pyrazolo[1,5-a]pyrimidin-2-yl}-6-fluoropyridin-2-yl)pyrrolidine-3-carboxylic acid